hafnium-copper-silver [Ag].[Cu].[Hf]